Cl.FC1=C(C=CC(=C1)F)C=1CCCC2=C(C1C1=CC=C(C=C1)CC1CN(CC1)CCCF)C=CC(=C2)C(=O)O 8-(2,4-difluorophenyl)-9-(4-((1-(3-fluoropropyl)pyrrolidin-3-yl)methyl)phenyl)-6,7-dihydro-5H-benzo[7]annulene-3-carboxylic acid hydrochloride